2-((3S,4R)-3-fluoro-4-((2-iodo-3-(2,2,2-trifluoroethyl)benzo[b]thiophen-7-yl)amino)piperidin-1-yl)-N-methylacetamide F[C@H]1CN(CC[C@H]1NC1=CC=CC2=C1SC(=C2CC(F)(F)F)I)CC(=O)NC